[Cl-].[Cl-].CC1=C(C(C2=CC=CC=C12)[Zr+2](C1C=CC2=CC=CC=C12)=[SiH2])C dimethylsilylenebis-1-indenyl-zirconium dichloride